butan-1,3-dien-1-yl cinnamate C(C=CC1=CC=CC=C1)(=O)OC=CC=C